C[N-]CC(CCC1=CC=CC=C1)C N,2-dimethyl-N-phenylbutylamide